2,4-bis(trichloromethyl)-6-(4'-methoxynaphthyl)Triazine ClC(N1NC(=CC(=N1)C(Cl)(Cl)Cl)C1=CC=C(C2=CC=CC=C12)OC)(Cl)Cl